(E)-5-Phenyl-2,2-bis(trifluoromethyl)penta-4-enal (S)-tert-butyl-4-((2-acetamidoethyl)(4-(5,6,7,8-tetrahydro-1,8-naphthyridin-2-yl)butyl)amino)-2-aminobutanoate C(C)(C)(C)OC([C@H](CCN(CCCCC1=NC=2NCCCC2C=C1)CCNC(C)=O)N)=O.C1(=CC=CC=C1)/C=C/CC(C=O)(C(F)(F)F)C(F)(F)F